γ-methacryloyloxypropyltrimethyl-Oxysilane C(C(=C)C)(=O)OCCC[Si](OC)(OC)OC